[Zn].OC=1C=CC=C2C=CC=NC12 8-hydroxyquinoline zinc